C(C)N(CC)[Hf](C1(C=CC=C1)CC)(N(CC)CC)N(CC)CC tris(diethylamino)(ethylcyclopentadienyl)hafnium